ClC1=C2C(=C(NC2=CC=C1F)C(=O)N1CCN(CC1)C(C(F)F)=O)F 1-(4-(4-chloro-3,5-difluoro-1H-indole-2-carbonyl)piperazin-1-yl)-2,2-difluoroethan-1-one